2,5,8,11-tetraoxatridecan-13-yl (((6-hydroxy-5'-methyl-4-pentyl-1',2',3',4'-tetrahydro-[1,1'-biphenyl]-2-yl)oxy)methyl)(methyl)carbamate OC1=CC(=CC(=C1C1CCCC(=C1)C)OCN(C(OCCOCCOCCOCCOC)=O)C)CCCCC